COC(=O)C1=NC(=CC=C1Br)NCCCC1=C(N=NC(=C1C)Cl)Cl 3-bromo-6-[3-(3,6-dichloro-5-methyl-pyridazin-4-yl)propylamino]Pyridine-2-carboxylic acid methyl ester